3-(4-(2-chlorobenzamido)phenyl)-1-methyl-1H-pyrazol ClC1=C(C(=O)NC2=CC=C(C=C2)C2=NN(C=C2)C)C=CC=C1